6-(2-(2-isopropylphenyl)pyrrolidin-1-yl)-7-azaspiro[3.5]nonan C(C)(C)C1=C(C=CC=C1)C1N(CCC1)C1CC2(CCC2)CCN1